C[C@H]1C(C[C@@]2(OC3=CC(=CC(=C3[C@H]1C2)O)C(C)C(CCCCC)C)C(C)C)O (1S,9R,12R)-12-Methyl-5-(3-methyloctan-2-yl)-9-propan-2-yl-8-oxatricyclo[7.3.1.02,7]trideca-2,4,6-triene-3,11-diol